7-bromo-1-[(4-methoxyphenyl)methyl]Pyrido[3,2-d]Pyrimidine-2,4-dione BrC1=CC=2N(C(NC(C2N=C1)=O)=O)CC1=CC=C(C=C1)OC